cyclohexanedimethanol ethane-1,1-disulfonate C(C)(S(=O)(=O)O)S(=O)(=O)O.C1(CCCCC1)(CO)CO